CN1CC(CC1=O)C=1C(=NC=CC1)N1CCN(CC1)[C@H]1CC2(CN(C2)C(=O)OCC)CC1 ethyl (6R)-6-[4-[3-(1-methyl-5-oxo-pyrrolidin-3-yl)-2-pyridyl]piperazin-1-yl]-2-azaspiro[3.4]octane-2-carboxylate